2,6-dichloro-4-methyl-nicotinonitrile ClC1=C(C#N)C(=CC(=N1)Cl)C